N-isopentyl-4'-propargyloxy-4-biphenylsulfonamide C(CC(C)C)NS(=O)(=O)C1=CC=C(C=C1)C1=CC=C(C=C1)OCC#C